1-((S)-1-(5-fluoropyridin-2-yl)ethyl)-4-oxo-6-(2-(pyrimidin-2-yl)cyclobutyl)-4,5-dihydro-1H-pyrazolo[3,4-d]pyrimidine-3-carbonitrile FC=1C=CC(=NC1)[C@H](C)N1N=C(C2=C1N=C(NC2=O)C2C(CC2)C2=NC=CC=N2)C#N